FC1=C(C(=CC=C1)F)C1=NN=C(O1)C(=O)N1[C@@H](C2=C(CC1)NC=N2)C=2OC1=C(N2)C=C(C=C1)F (S)-(5-(2,6-difluorophenyl)-1,3,4-oxadiazol-2-yl)(4-(5-fluorobenzo[d]oxazol-2-yl)-6,7-dihydro-1H-imidazo[4,5-c]pyridin-5(4H)-yl)methanone